(2R,3S)-3-Ethyl-4-({3-[(1S)-1-(1H-imidazol-4-yl)ethyl]-2-methylphenyl}methoxy)-2-[(3-methylimidazol-4-yl)methyl]-4-oxobutyl (9Z,12Z)-octadeca-9,12-dienoate C(CCCCCCC\C=C/C\C=C/CCCCC)(=O)OC[C@@H]([C@@H](C(=O)OCC1=C(C(=CC=C1)[C@H](C)C=1N=CNC1)C)CC)CC=1N(C=NC1)C